FC(CNC=1C2=C(NC(C1C1=NC3=C(N1)C=C1C(=C3)CNOCC1)=O)C=CS2)F 7-((2,2-difluoroethyl)amino)-6-(5,6,8,9-tetrahydro-1H-oxazepino[4',5':4,5]benzo[1,2-d]imidazol-2-yl)thieno[3,2-b]pyridin-5(4H)-one